OC(C1=C2CCN(CC2=CC=C1)C(C(C)S(=O)(=O)C(F)(F)F)=O)C1=CC=C(C=C1)C(F)(F)F 1-(5-(hydroxy(4-(trifluoromethyl)phenyl)methyl)-3,4-dihydroisoquinolin-2(1H)-yl)-((trifluoromethyl)sulfonyl)propan-1-one